N(=C=O)C1CCC(CC1)CC1CCC(CC1)N=C=O bis{4-isocyanatocyclohexyl}methane